N1(C=NC=C1)C[C@]1(C[C@H](N(C1)C(CNC(=O)C=1C=CC=2SC3=CC=CC=C3OC2C1)=O)C(=O)N[C@H](C)C1=CC=2C=NC=CC2N1S(=O)(=O)C1=CC=CC=C1)F (2S,4S)-4-((1H-imidazol-1-yl)methyl)-4-fluoro-1-((phenoxathiine-3-carbonyl)glycyl)-N-((R)-1-(1-(phenylsulfonyl)-1H-pyrrolo[3,2-c]pyridin-2-yl)ethyl)pyrrolidine-2-carboxamide